C(CCC(=O)[O-])(=O)OOC(C=CC1=CC(=C(C(=C1)OC)O)OC)=O (3-(4-hydroxy-3,5-dimethoxyphenyl) acryloyloxy) succinate